4-[1-(4-Methoxy-phenyl)-1,3,4,9-tetrahydro-β-carbolin-2-yl]-phenyl-methanone COC1=CC=C(C=C1)C1N(CCC=2C3=CC=CC=C3NC12)C1=CC=C(C=C1)C=O